trans-N-(4-((5-fluoro-4-(2-(3-oxomorpholino)pyridin-4-yl)pyrimidin-2-yl)amino)cyclohexyl)acetamide FC=1C(=NC(=NC1)N[C@@H]1CC[C@H](CC1)NC(C)=O)C1=CC(=NC=C1)N1C(COCC1)=O